COC=1C(=NC(=NC1)NC=1C=C2C=CN(C2=CC1)CCOC)OC=1C=C(C=CC1)NC(C=C)=O N-(3-(5-methoxy-2-(1-(2-methoxyethyl)-1H-indol-5-ylamino)pyrimidin-4-yloxy)phenyl)acrylamide